Cl.C(C1=CC=CC=C1)N1CCC(CC1)CN1N=CC=C(C1=O)N1CC2=CC=CC=C2CC1 2-((1-Benzylpiperidin-4-yl)methyl)-4-(3,4-dihydroisoquinolin-2(1H)-yl)pyridazin-3(2H)-on Hydrochlorid